tantalum-antimony-tellurium [Te].[Sb].[Ta]